C(CCCCCCCC=CCC)(=O)OC methyl 9-dodecenoate